(3-(2-((tert-butyldimethylsilyl)oxy)ethoxy)-5-fluorophenyl)methanol [Si](C)(C)(C(C)(C)C)OCCOC=1C=C(C=C(C1)F)CO